methyl (2R)-3-[5-(3,4-difluorophenyl)-1-(2,2-dimethylpropanoyl)-6-isopropyl-pyrrolo[2,3-f]indazol-7-yl]-2-methoxy-propanoate FC=1C=C(C=CC1F)N1C(=C(C2=C1C=C1C=NN(C1=C2)C(C(C)(C)C)=O)C[C@H](C(=O)OC)OC)C(C)C